(2-Methoxyphenoxy)-1-(thiophen-2-yl)-N-methylpropylamine hydrochloride Cl.COC1=C(ON(C)C(CC)C=2SC=CC2)C=CC=C1